C(C)OC1=C(C=C(C=N1)CNC(C1=C(C=CC(=C1)B1OC(C(O1)(C)C)(C)C)F)=O)F N-((6-ethoxy-5-fluoropyridin-3-yl)methyl)-2-fluoro-5-(4,4,5,5-tetramethyl-1,3,2-dioxaborolane-2-yl)benzamide